ClC1=CC=2C(OCCC=3C=CC(=CC3C3=CC=C(C(NS(C(=C1OC)C2)(=O)=O)=C3)F)F)=O 14-chloro-4,20-difluoro-15-methoxy-17,17-dioxo-10-oxa-17λ6-thia-18-azatetracyclo[17.3.1.112,16.02,7]tetracosan-1(22),2(7),3,5,12(24),13,15,19(23),20-nonaen-11-one